2-[2-(3-cyclopropyl-6-fluoro-2-morpholino-4-oxo-quinazolin-8-yl)cyclopropyl]benzoic acid C1(CC1)N1C(=NC2=C(C=C(C=C2C1=O)F)C1C(C1)C1=C(C(=O)O)C=CC=C1)N1CCOCC1